C(=C)C=1C=CC=C2C(=CC=NC12)C(=O)O 8-vinylquinoline-4-carboxylic acid